tert-butyl 3-(1-methyl-6-oxo-1,6-dihydropyridazin-4-yl)pyrrolidine-1-carboxylate CN1N=CC(=CC1=O)C1CN(CC1)C(=O)OC(C)(C)C